O=C1NC(CCC1C1=NN(C2=CC=CC=C12)CC(=O)NC1COCC1)=O 2-(3-(2,6-Dioxopiperidin-3-yl)-1H-indazol-1-yl)-N-(tetrahydrofuran-3-yl)-acetamide